(S)-4-(3-fluoro-2-methylphenyl)-6-(((3aR,7aR)-1-oxooctahydro-5H-pyrrolo[3,4-c]pyridin-5-yl)methyl)-2-(thiazol-2-yl)-1,4-dihydropyrimidine-5-carboxylic acid ethyl ester C(C)OC(=O)C=1[C@@H](N=C(NC1CN1C[C@@H]2[C@@H](CC1)C(NC2)=O)C=2SC=CN2)C2=C(C(=CC=C2)F)C